Cl.N[C@@H]1[C@H](CC1)O (1S,2S)-2-aminocyclobutan-1-ol hydrochloride